6-(1-ethyl-4-(4-fluorophenyl)-1H-imidazol-5-yl)imidazo[1,2-b]pyridazine-3-carboxamide C(C)N1C=NC(=C1C=1C=CC=2N(N1)C(=CN2)C(=O)N)C2=CC=C(C=C2)F